(S)-tert-Butyl 4'-((2,3-dimethyl-5-((1-(m-tolyl)ethyl)carbamoyl)-1H-indol-1-yl)methyl)-[1,1'-biphenyl]-2-carboxylate CC=1N(C2=CC=C(C=C2C1C)C(N[C@@H](C)C=1C=C(C=CC1)C)=O)CC1=CC=C(C=C1)C=1C(=CC=CC1)C(=O)OC(C)(C)C